N-(7-(Difluoromethyl)-1H-indazol-3-yl)-4-fluorobenzamide FC(C=1C=CC=C2C(=NNC12)NC(C1=CC=C(C=C1)F)=O)F